NC1=NC=2C=NC(=CC2C2=C1C=NN2C)C(=O)N2[C@@H]1[C@H](O[C@@H](C2)C)CC=2C=C(C=CC21)Cl (4-amino-1-methyl-1H-pyrazolo[4,3-c][1,7]naphthyridin-8-yl)((2R,4aS,9aR)-7-chloro-2-methyl-2,3,9,9a-tetrahydroindeno[2,1-b][1,4]oxazin-4(4aH)-yl)methanone